2-methyl-8-{[3-(trifluoromethyl)phenyl]Methyl}-2H,8H-pyrazolo[3,4-b]Indole-5-Formic acid CN1N=C2N(C3=CC=C(C=C3C2=C1)C(=O)O)CC1=CC(=CC=C1)C(F)(F)F